ClC=1C=C(C=CC1F)N(C(=O)[C@H]1N(C(NC1)=O)C1=NC(=CC(=C1)C(F)(F)F)C)C(C)C (S)-N-(3-chloro-4-fluorophenyl)-N-isopropyl-3-(6-methyl-4-(trifluoromethyl)pyridin-2-yl)-2-oxoimidazolidine-4-carboxamide